N1=COC2=NC=CC(=C21)O oxazolo[5,4-b]pyridin-7-ol